[(4-methoxyphenyl)methyl]-N-methyl-3-(1-methylimidazol-4-yl)-4-[[(1R)-1-[4-(trifluoromethyl)phenyl]ethyl]amino]benzenesulfonamide COC1=CC=C(C=C1)CC1=C(C=CC(=C1C=1N=CN(C1)C)N[C@H](C)C1=CC=C(C=C1)C(F)(F)F)S(=O)(=O)NC